ClC1=NC=C(C(=N1)C1=CN=C2N1C=C(C=C2)NC(CC2=CC=CC=C2)=O)F N-(3-(2-chloro-5-fluoropyrimidin-4-yl)imidazo[1,2-a]Pyridin-6-yl)-2-phenylacetamide